[OH-].[OH-].[NH4+].[NH4+] Diammonium Dihydroxide